CC1(OB(OC1(C)C)[C@@H]1[C@H](C1)C=1C=NC=C(C#N)C1)C |r| racemic-5-((1S,2S)-2-(4,4,5,5-tetramethyl-1,3,2-dioxaborolan-2-yl)cyclopropyl)nicotinonitrile